[4-[4-[3-cyano-4-(2-cyano-4-fluoro-phenyl)sulfanyl-pyrazolo[1,5-a]pyridin-6-yl]-5-methyl-pyrazol-1-yl]cyclohexyl] dihydrogen phosphate P(=O)(OC1CCC(CC1)N1N=CC(=C1C)C=1C=C(C=2N(C1)N=CC2C#N)SC2=C(C=C(C=C2)F)C#N)(O)O